2-(6-benzyl-1,2,4,5-tetrazin-3-yl)ethanol C(C1=CC=CC=C1)C1=NN=C(N=N1)CCO